C1OCC12CCN(CC2)C[C@H]2CSC=1C(=C(C=C3C(=NC(N2C13)=O)N1[C@H](CN(CC1)C(C=C)=O)C)Cl)C1=CC=C(C=C1)F (S)-3-(2-oxa-7-azaspiro[3.5]nonan-7-ylmethyl)-7-((S)-4-acryloyl-2-methylpiperazin-1-yl)-9-chloro-10-(4-fluorophenyl)-2H-[1,4]thiazino[2,3,4-ij]quinazolin-5(3H)-one